(2S,3S)-1-(5-cyano-1H-pyrrole-2-carbonyl)-2-methyl-N-(3,4,5-trifluorophenyl)pyrrolidine-3-carboxamide C(#N)C1=CC=C(N1)C(=O)N1[C@H]([C@H](CC1)C(=O)NC1=CC(=C(C(=C1)F)F)F)C